N1=C2C(=NC=C1N1[C@H]3C[C@@H]([C@@H](C1)C3)N(C(=O)NC=3C(N(C=C(C3)C(F)(F)F)C)=O)C)NC=C2 1-((1R,4R,5S)-2-(5H-pyrrolo[2,3-b]pyrazin-2-yl)-2-azabicyclo[2.2.1]hept-5-yl)-1-methyl-3-(1-methyl-2-oxo-5-(trifluoromethyl)-1,2-dihydropyridin-3-yl)urea